FC1(C[C@H](CCC1)C(=O)N(C)OC)F (S)-3,3-Difluoro-N-methoxy-N-methylcyclohexane-1-carboxamide